(E)-3-(4,7-Dimethoxybenzofuran-5-yl)-1-(2'-fluorophenyl)-prop-2-en-1-one COC1=C(C=C(C2=C1C=CO2)OC)/C=C/C(=O)C2=C(C=CC=C2)F